FC=1C=C(C=CC1)C1(COC1)CN (3-(3-fluorophenyl)oxetan-3-yl)methanamine